[(2R,3S,4R,5R)-5-[2-chloro-4-(3,3-difluoro-pyrrolidin-1-yl)pyrrolo-[2,3-d]pyrimidin-7-yl]-3,4-dihydroxy-tetrahydrofuran-2-yl]-methoxymethylphosphonic acid ClC=1N=C(C2=C(N1)N(C=C2)[C@H]2[C@@H]([C@@H]([C@@H](O2)C(OC)P(O)(O)=O)O)O)N2CC(CC2)(F)F